(R)-4-(7-fluoro-imidazo[1,2-a]pyridin-3-yl)-7-((5-(1-(4-hydroxy-piperidin-1-yl)ethyl)pyridin-2-yl)amino)isoindolin-1-one FC1=CC=2N(C=C1)C(=CN2)C2=C1CNC(C1=C(C=C2)NC2=NC=C(C=C2)[C@@H](C)N2CCC(CC2)O)=O